Ethyl 6-chloro-2-methyl-4-oxo-1,4-dihydroquinoline-3-carboxylate ClC=1C=C2C(C(=C(NC2=CC1)C)C(=O)OCC)=O